COC1=CC=C(C=2OC3=C(C(=CC(=C3C(C2O)=O)O)O)CCC(=C)C)C=C1 4'-methoxy-3,5,7-trihydroxy-8-isopentenyl-flavone